ClC1=CC(=C(C(=O)NC)C=C1)NC(=O)NC1=CC(=CC=C1)Cl 4-chloro-2-[3-(3-chlorophenyl)ureido]-N-methylbenzamide